(R)-3-(3-fluoro-4-(6-(2-propyl-2H-tetrazol-5-yl)pyridin-3-yl)phenyl)-5-(1-hydroxypropyl)oxazolidin-2-one phosphate P(=O)(O)(O)O.FC=1C=C(C=CC1C=1C=NC(=CC1)C=1N=NN(N1)CCC)N1C(O[C@H](C1)C(CC)O)=O